3-[4-(3-chloro-2-piperazin-1-yl-6-quinolyl)triazol-1-yl]propan-1-amine ClC=1C(=NC2=CC=C(C=C2C1)C=1N=NN(C1)CCCN)N1CCNCC1